ClC=1C=C(C(=O)N(C)C)C=CC1N1CCN(CC1)CC(=O)NC1=C(C=CC=C1)OCC 3-Chloro-4-(4-(2-((2-ethoxyphenyl)amino)-2-oxoethyl)piperazine-1-yl)-N,N-dimethylbenzamide